1-bromo-5-fluoro-2-iodo-3-nitro-benzene BrC1=C(C(=CC(=C1)F)[N+](=O)[O-])I